1-Benzylsulfonyl-1H-indole-3-carbaldehyde C(C1=CC=CC=C1)S(=O)(=O)N1C=C(C2=CC=CC=C12)C=O